N,N,N',N'-tetramethyl-ethylendiamine CN(CCN(C)C)C